butyl (2-(3,5-dichloro-4-((6-methoxy-5-(2-oxopyrrolidin-1-yl)pyridin-3-yl)oxy)phenyl)-3,5-dioxo-2,3,4,5-tetrahydro-1,2,4-triazin-6-yl)carbamate ClC=1C=C(C=C(C1OC=1C=NC(=C(C1)N1C(CCC1)=O)OC)Cl)N1N=C(C(NC1=O)=O)NC(OCCCC)=O